3-(7-Methoxy-1-methyl-β-carbolin-9-yl)propionic acid methyl ester COC(CCN1C2=CC(=CC=C2C=2C=CN=C(C12)C)OC)=O